O[C@H]1C[C@@H](CC1)N(CCCCCCCC(=O)N(CCCCCCCCCC)CCCCCCCCCC)CCCCCCCC(=O)N(CCCCCCCCCC)CCCCCCCCCC 8,8'-(((1R,3R)-3-hydroxycyclopent-yl)azanediyl)bis-(N,N-didecyloctan-amide)